PHENYLAMINOPYRIMIDIN-AMID C1(=CC=CC=C1)NC1=NC(=NC=C1)C(=O)N